CC1=CC=C(C(=O)NC2=CC=C(C=C2)N2CCN(CC2)C)C=C1 4-methyl-N-(4-(4-methylpiperazin-1-yl)phenyl)benzamide